O[C@@H]([C@H](CO[C@H]1O[C@@H]([C@@H]([C@@H]([C@H]1O)O)O)CO)NC(CCCCCCCOCCC1CCOCC1)=O)[C@@H](CCCCCCCCCCCCCC)O N-((2S,3S,4R)-3,4-dihydroxy-1-(((2S,3R,4S,5R,6R)-3,4,5-trihydroxy-6-(hydroxymethyl)tetrahydro-2H-pyran-2-yl)oxy)octadecan-2-yl)-8-(2-(tetrahydro-2H-pyran-4-yl)ethoxy)octanamide